3-[5-fluoro-6-[1-[(6-morpholinopyridazin-3-yl)methyl]pyrazol-4-yl]benzofuran-3-yl]piperidine-2,6-dione FC=1C(=CC2=C(C(=CO2)C2C(NC(CC2)=O)=O)C1)C=1C=NN(C1)CC=1N=NC(=CC1)N1CCOCC1